(6-(3-Chloro-1H-pyrazol-4-yl)-1-(2-(dimethylamino)ethyl)-1H-indazol-3-yl)(7-methoxy-2,3,4,5-tetrahydrobenzo[b]oxepin-4-yl)methanone ClC1=NNC=C1C1=CC=C2C(=NN(C2=C1)CCN(C)C)C(=O)C1CC2=C(OCC1)C=CC(=C2)OC